CCCCCCCCCCCCCCCCC[C@@H](CC(=O)SCCNC(=O)CCNC(=O)[C@@H](C(C)(C)COP(=O)(O)OP(=O)(O)OC[C@@H]1[C@H]([C@H]([C@@H](O1)N2C=NC3=C(N=CN=C32)N)O)OP(=O)(O)O)O)O The molecule is a 3-hydroxyicosanoyl-CoA that results from the formal condensation of the thiol group of coenzyme A with the carboxy group of (3S)-hydroxyicosanoic acid. It is a 3-hydroxyicosanoyl-CoA and a long-chain (3S)-hydroxy fatty acyl-CoA. It is a conjugate acid of a (3S)-3-hydroxyicosanoyl-CoA(4-).